ClC1=C(C(=O)C2=CNC3=NC=C(C(=C32)N[C@H]3CO[C@@H](CC3)CC#N)C#N)C=CC(=C1)OC1=CC(=CC=C1)F 3-(2-chloro-4-(3-fluorophenoxy)benzoyl)-4-(((3R,6S)-6-(cyanomethyl)tetrahydro-2H-pyran-3-yl)amino)-1H-pyrrolo[2,3-b]pyridine-5-carbonitrile